tert-butyl N-[4-[[1-[4-[(2,6-dioxo-3-piperidyl) amino]phenyl]-4-piperidyl]methyl-methyl-amino]cyclohexyl]carbamate O=C1NC(CCC1NC1=CC=C(C=C1)N1CCC(CC1)CN(C1CCC(CC1)NC(OC(C)(C)C)=O)C)=O